Tert-butyl (2S)-2-{[3-(5-ethyl-1,3-thiazol-2-yl)-5-({(1R)-1-[6-(trifluoromethyl) pyridazin-3-yl]ethyl}carbamoyl) phenoxy] methyl}morpholine-4-carboxylate C(C)C1=CN=C(S1)C=1C=C(OC[C@@H]2CN(CCO2)C(=O)OC(C)(C)C)C=C(C1)C(N[C@H](C)C=1N=NC(=CC1)C(F)(F)F)=O